[C@H]12CNC[C@@H]2C1C(=O)N1CCN(CC1)C(=O)C1=C(C=C(C=C1)NC(=O)C=1N(C(=CN1)C=1C(=NC(=CC1)OC)C(F)(F)F)C)Cl N-[4-[4-[(1r,5s)-3-azabicyclo[3.1.0]hexane-6-carbonyl]piperazine-1-carbonyl]-3-chloro-phenyl]-5-[6-methoxy-2-(trifluoromethyl)-3-pyridinyl]-1-methyl-imidazole-2-carboxamide